2-((cis-3-(benzyloxy)cyclobutyl)methoxy)-1,3,5-trifluorobenzene C(C1=CC=CC=C1)O[C@H]1C[C@H](C1)COC1=C(C=C(C=C1F)F)F